C(C)C1=NN(C(C=2N1N=C(C2)I)=O)CC(=O)NC2=NC=NC=C2 2-(7-ethyl-2-iodo-4-oxo-pyrazolo[1,5-d][1,2,4]triazin-5-yl)-N-pyrimidin-4-yl-acetamide